C(C)(C)(C)OC(=O)N1C[C@H]([C@@H](C1)C1=CC=CC=C1)C(=O)C1=C2C=CN=CC2=CC=C1 |r| (±)-trans-3-(isoquinolin-5-ylcarbonyl)-4-phenylpyrrolidine-1-carboxylic acid tert-butyl ester